N-(3-(dimethylamino)-2-(7H-pyrrolo[2,3-d]pyrimidine-4-yl)allyl)-N-methyl-methylamine hydrochloride Cl.CN(C=C(CN(C)C)C=1C2=C(N=CN1)NC=C2)C